1-({(5s,7s)-3-[6-(1-methylethyl)-3-pyridinyl]-2-oxo-1-oxa-3-azaspiro[4.5]decan-7-yl}methyl)-1H-benzimidazole-6-carbonitrile CC(C)C1=CC=C(C=N1)N1C(O[C@]2(C1)C[C@H](CCC2)CN2C=NC1=C2C=C(C=C1)C#N)=O